FS(=O)(=O)OC=1C=C2C(N(C(C2=CC1)=O)C1C(N(C(CC1)=O)C)=O)=O 5-fluorosulfonyloxy-2-(1-methyl-2,6-dioxo-3-piperidyl)-1,3-dioxo-isoindoline